2-hydroxyethan OCC